ClC1=C(C=C(C(=C1)F)N1C(C=2CCCCC2C1=O)=O)NC(CCCCCCCC)=O N-(2-chloro-5-(1,3-dioxo-1,3,4,5,6,7-hexahydro-2H-isoindol-2-yl)-4-fluorophenyl)nonanamide